ClC1=CC=C(C(=O)N2[C@H](CN(CC2)C(=O)C2=NN3C(N=CC=C3C3=CC(=C(C=C3)OC)OC)=C2)C)C=C1 (S)-(4-(4-chlorobenzoyl)-3-methylpiperazin-1-yl)(7-(3,4-dimethoxyphenyl)pyrazolo[1,5-a]pyrimidin-2-yl)methanone